C(C1=CC=CC=C1)N1CCC(=CC1)C(F)(F)F 1-benzyl-4-trifluoromethyl-1,2,3,6-tetrahydropyridine